NC1=CC=C(C(C)(C)C2=CC=C(OC=3C(=C(C(=O)C4=CC=CC=C4)C=CC3)OC3=CC=C(C=C3)C(C3=CC=C(C=C3)N)(C)C)C=C2)C=C1 bis[4-(4-amino-alpha,alpha-dimethylbenzyl)phenoxy]benzophenone